N=1N(N=C2C1C=CC=C2)C2=C(C(=CC=C2)C(C)(C2=CC=CC=C2)C)O 2-(2H-benzotriazol-2-yl)-6-(1-methyl-1-phenylethyl)phenol